C(C)(C)N1C2=CC=CC=C2C=2C=CC=CC12 anti-9-isopropylcarbazole